2,5-dihydroxybenzenesulfonic acid calcium monohydrate O.[Ca].OC1=C(C=C(C=C1)O)S(=O)(=O)O